2-benzyl-N-(5-iodoquinolin-8-yl)pent-4-enamide C(C1=CC=CC=C1)C(C(=O)NC=1C=CC(=C2C=CC=NC12)I)CC=C